((1-methylcyclopentyl)methyl)benzamide CC1(CCCC1)CC1=C(C(=O)N)C=CC=C1